C(CC)SCC(C1=C(C=CC=2C=CC(OC21)=O)OCC2=C(C=CC=C2)/C(/C(=O)OC)=C\OC)CSCCC (E)-methyl 2-(2-(((8-(bis(propylthiomethyl) methyl)-2-oxo-2H-benzopyran-7-yl) oxy) methyl) phenyl)-3-methoxypropenoate